(Z)-3-CHLORO-2-METHYL-3-(2-THENYL)ACROLEIN Cl\C(=C(/C=O)\C)\CC1=CC=CS1